2-Bromo-3-phenyl-5H-imidazo[1,2-c]pyrido[4,3-e][1,3]oxazine BrC=1N=C2N(COC3=C2C=CN=C3)C1C1=CC=CC=C1